COC(C(CCCC)NC([C@@H](CCCCF)NC([C@@H](CC1=CC=CC=C1)NC(=O)OC(C)(C)C)=O)=O)=O 2-[[(2R)-2-[[(2R)-2-(tert-Butoxycarbonylamino)-3-phenyl-propionyl]amino]-6-fluoro-hexanoyl]amino]hexanoic acid methyl ester